N-(2-(1H-pyrazol-1-yl)ethyl)-5-(4-methylthiophene-2-yl)isoxazole-3-carboxamide N1(N=CC=C1)CCNC(=O)C1=NOC(=C1)C=1SC=C(C1)C